OC1=C(C=C(CN2CCC(CC2)CCN2C(C3=C4C(=CC=C3CC2=O)C=CC=C4)=O)C=C1)OC 2-((1-(4-hydroxy-3-methoxybenzyl)piperidin-4-yl)ethyl)-1H-benzisoquinoline-1,3(2H)-dione